p-nitrophenyl-ascorbate [N+](=O)([O-])C1=CC=C(C=C1)OC1=C(C(=O)O[C@@H]1[C@@H](O)CO)O